N-(3-(7-ethyl-2-((4-(4-methylpiperazin-1-yl)phenyl)amino)quinazolin-8-yl)phenyl)acrylamide C(C)C1=CC=C2C=NC(=NC2=C1C=1C=C(C=CC1)NC(C=C)=O)NC1=CC=C(C=C1)N1CCN(CC1)C